BrN1COC(C1)(C)C 3-bromo-5,5-dimethyl-4,5-dihydro-oxazole